2-(4,5-dimethyl-1H-imidazol-2-yl)-N-hydroxyisoindoline-4-carboxamide hydrochloride Cl.CC=1N=C(NC1C)N1CC=2C=CC=C(C2C1)C(=O)NO